C(C)OC(=O)C=1C(=C2C=CC=CN2C1)I 1-iodoindolizine-2-carboxylic acid ethyl ester